5-(chloromethyl)-2-(4-cyclopropyl-6-methoxy-pyrimidin-5-yl)-3-fluoro-N-[[4-[1-isopropyl-4-(trifluoromethyl)imidazol-2-yl]phenyl]methyl]pyridin-4-amine ClCC=1C(=C(C(=NC1)C=1C(=NC=NC1OC)C1CC1)F)NCC1=CC=C(C=C1)C=1N(C=C(N1)C(F)(F)F)C(C)C